4-((S)-4-propenoyl-2-methylpiperazin-1-yl)-6-fluoro-7-(naphthalen-2-yl)-1-(2-isopropyl-6-methylphenyl)pyrido[2,3-d]pyrimidin-2(1H)-one C(C=C)(=O)N1C[C@@H](N(CC1)C=1C2=C(N(C(N1)=O)C1=C(C=CC=C1C)C(C)C)N=C(C(=C2)F)C2=CC1=CC=CC=C1C=C2)C